methyl-octahydro-1H-indol-d6 CC1C2(C(C(N(C2CCC1)[2H])([2H])[2H])([2H])[2H])[2H]